ClC1=CC(NN=C1Cl)=O 5,6-dichloro-2,3-dihydropyridazin-3-one